fluoro-tin F[Sn]